(S)-tert-Butyl 3-cyanopyrrolidine-1-carboxylate C(#N)[C@@H]1CN(CC1)C(=O)OC(C)(C)C